6-hydroxybenzooxazolone OC1=CC2=C(NC(O2)=O)C=C1